CC(COC(=O)O[C@@H]1CO[C@H]([C@@H]1OC(=O)OCC(C)(C)C)N1C(NC(C=C1)=O)=O)(C)C (2R,3R,4R,5R)-3,4-bis(2,2-dimethylpropoxycarbonyloxy)-5-(2,4-dioxopyrimidin-1-yl)tetrahydrofuran